7-methyl-N-[(2S)-1-piperazin-1-ylpropan-2-yl]thieno[3,2-d]pyrimidin-4-amine trihydrochloride Cl.Cl.Cl.CC1=CSC2=C1N=CN=C2N[C@H](CN2CCNCC2)C